(1,3-Dimethyl-azetidin-3-yl)-(3-pyrazol-1-ylmethyl-phenyl)-(4-trifluoromethoxy-phenyl)-methanol CN1CC(C1)(C)C(O)(C1=CC=C(C=C1)OC(F)(F)F)C1=CC(=CC=C1)CN1N=CC=C1